N-[2-[[(2R)-2-amino-5-guanidino-pentanoyl]amino]ethyl]-4-[[3-[4-(cyanomethoxy)-2,3-difluoro-phenyl]imidazo[1,2-a]pyrazin-8-yl]amino]-2-ethylbenzamide formate C(=O)O.N[C@@H](C(=O)NCCNC(C1=C(C=C(C=C1)NC=1C=2N(C=CN1)C(=CN2)C2=C(C(=C(C=C2)OCC#N)F)F)CC)=O)CCCNC(=N)N